dichlorobis(cyclopentadienyl)titanium Cl[Ti](C1C=CC=C1)(C1C=CC=C1)Cl